1-{5-[(2,6-dichlorophenyl)methoxy]pyrimidin-2-yl}-1,4-diazepane ClC1=C(C(=CC=C1)Cl)COC=1C=NC(=NC1)N1CCNCCC1